Methyl 1-((3S,10R,13S)-3-amino-10,13-dimethyl-2,3,4,7,8,9,10,11,12,13,14,15-dodecahydro-1H-cyclopenta[a]phenanthren-17-yl)-1H-imidazole-4-carboxylate N[C@H]1CC[C@@]2(C3CC[C@@]4(C(=CCC4C3CC=C2C1)N1C=NC(=C1)C(=O)OC)C)C